C1(C2C1CC1C3C=CC(C21)C3)C(=O)OCC Ethyl 1,1a,1b,2,5,5a,6,6a-octahydro-2,5-methanocyclopropa[a]indene-1-carboxylate